(E)-4-(tert-butylamino)-N-(2,6-difluoro-4-(8-(6-methoxy-1,2-dimethyl-1H-benzo[d]imidazol-5-yl)indolizine-3-carbonyl)phenyl)but-2-enamide C(C)(C)(C)NC/C=C/C(=O)NC1=C(C=C(C=C1F)C(=O)C1=CC=C2C(=CC=CN12)C1=CC2=C(N(C(=N2)C)C)C=C1OC)F